COC1=C(C(=O)P(CCCC)(C(C2=C(C=CC=C2OC)OC)=O)=O)C(=CC=C1)OC bis(2,6-dimethoxybenzoyl)-n-butylphosphin oxide